ClC=1C=2N(C=C(C1)N)N=CN2 8-chloro-[1,2,4]triazolo[1,5-a]pyridin-6-amine